C(C)(C)C1=CC=2C(C3=CC=CC=C3C2C=C1)=O 2-isopropyl-9-fluorenone